ClC1=C(C(=CC=C1)Cl)C1=CC2=C(N=C(N=C2)NC2=CC(=C(N=N2)OCCN2CCS(CC2)(=O)=O)CNC(OC(C)(C)C)=O)N(C1=O)C tert-butyl ((6-((6-(2,6-dichlorophenyl)-8-methyl-7-oxo-7,8-dihydropyrido[2,3-d]pyrimidin-2-yl)amino)-3-(2-(1,1-dioxidothiomorpholino)ethoxy)pyridazin-4-yl)methyl)carbamate